BrC=1C=C(C=C2CCN(CC12)C(=O)OC(C)(C)C)C(F)F tert-butyl 8-bromo-6-(difluoromethyl)-3,4-dihydroisoquinoline-2(1H)-carboxylate